FC1(CC=CC=2C3=CC=CC=C3C3(C12)C1=CC=CC=C1C=1C=CC=CC13)F 1,1-difluoro-9,9-spirobifluorene